C(C1=CC=CC=C1)OC(=O)N1CC2=C(CC1)C(=C(S2)NC(=O)NCCNC(=O)OC(C)(C)C)C=2SC1=C(N2)C=CC=C1 3-(Benzo[d]thiazol-2-yl)-2-(3-(2-((tert-butoxycarbonyl)amino)ethyl)ureido)-4,7-dihydrothieno[2,3-c]pyridine-6(5H)-carboxylic acid benzyl ester